C1=CC(=CC=C1CC2=CC=C(C=C2)N3C(=O)C=CC3=O)N4C(=O)C=CC4=O 4,4'-methylenebis(N-phenylmaleimide)